C1(CCC1)C(C1=CC(=CC(=N1)C=1N=NN(C1)C1=C(C=C(C=C1)NS(=O)(=O)CC)N1CCC2(CC2)CC1)C)O N-(4-(4-(6-(cyclobutyl(hydroxy)methyl)-4-methylpyridin-2-yl)-1H-1,2,3-triazol-1-yl)-3-(6-azaspiro[2.5]octan-6-yl)phenyl)ethanesulfonamide